(S)-N-((S)-1-(4-bromothiophen-2-yl)ethyl)-2-methylpropane-2-sulfinamide BrC=1C=C(SC1)[C@H](C)N[S@@](=O)C(C)(C)C